(R)-(3-fluoro-5-{[(7-methoxyquinolin-4-yl)oxy]methyl}phenyl)(imino)methyl-λ6-sulfanone FC=1C=C(C=C(C1)COC1=CC=NC2=CC(=CC=C12)OC)[SH2](=O)C=N